(azidomethyl)-6-chloropyridine N(=[N+]=[N-])CC1=NC(=CC=C1)Cl